N-[3-(2,6-dioxo-3-piperidyl)-1-methyl-indazol-6-yl]-2-[4-[(2S)-2-methyl-3-[3-methyl-4-(4,4,5,5-tetramethyl-1,3,2-dioxaborolan-2-yl)phenoxy]propyl]-1-piperidyl]acetamide O=C1NC(CCC1C1=NN(C2=CC(=CC=C12)NC(CN1CCC(CC1)C[C@@H](COC1=CC(=C(C=C1)B1OC(C(O1)(C)C)(C)C)C)C)=O)C)=O